ClC=1SC(=CN1)CN (2-chlorothiazol-5-yl)methanamine